BrC=1C=CC=C2C=NC(=NC12)NC=1C=CC(=C(C(=O)NC2=CC=C(C(=O)[O-])C=C2)C1)C 4-(5-((8-bromoquinazolin-2-yl)amino)-2-methylbenzamido)benzoate